N-(6-bromopyridin-2-yl)acetamide BrC1=CC=CC(=N1)NC(C)=O